C(C(C)C)P(CCCO)(CCCO)=O Isobutylbis(hydroxypropyl)phosphine oxide